bis(3-(triethoxysilyl)propyl)amine C(C)O[Si](CCCNCCC[Si](OCC)(OCC)OCC)(OCC)OCC